C1(=CC=CC=C1)C=1CC(C=CC1)(C(C)(C)C)C1=CC=CC=C1 1,3-diphenyl-3-tert-butyl-benzene